NNC1=NC(N([C@H]2[C@H](O)[C@H](O)[C@@H](CO)O2)CN1C)=O N4-amino-5-methyl-5-azacytidine